ClC=1C(=C(C(=CC1)OC(F)F)C1=COC=C1)F 3-(3-chloro-6-(difluoromethoxy)-2-fluorophenyl)furan